3,6-Dimethyl-1H-indole CC1=CNC2=CC(=CC=C12)C